3-((1-ethyl-1H-imidazol-5-yl) methyl)-3H-imidazo[4,5-b]pyridine-5-carboxylate C(C)N1C=NC=C1CN1C=NC=2C1=NC(=CC2)C(=O)[O-]